ClC1=C(C=CC=C1C=1C=C2CCN(C2=CC1)C)C1C(NC(CC1)=O)=O 3-(2-chloro-3-(1-methylindolin-5-yl)phenyl)piperidine-2,6-dione